(R)-4-bromo-2-chloro-5-nitro-N-(1-phenylethyl)benzamide BrC1=CC(=C(C(=O)N[C@H](C)C2=CC=CC=C2)C=C1[N+](=O)[O-])Cl